N-(3-(1,1-difluoroethyl)phenyl)-1-(4-(difluoromethoxy)-3-(5-methyl-4H-1,2,4-triazol-3-yl)phenyl)-3-methyl-5-oxo-4,5-dihydro-1H-pyrazole-4-carboxamide FC(C)(F)C=1C=C(C=CC1)NC(=O)C1C(=NN(C1=O)C1=CC(=C(C=C1)OC(F)F)C1=NN=C(N1)C)C